C(O)(O)=O.N[Co](N)(N)N tetra-aminocobalt carbonate